tert-butyl (4S)-2,2-dimethyl-4-[3-[(6-sulfamoyl-2-pyridyl)-(1H-tetrazol-5-ylmethyl)amino]propyl]pyrrolidine-1-carboxylate CC1(N(C[C@H](C1)CCCN(CC1=NN=NN1)C1=NC(=CC=C1)S(N)(=O)=O)C(=O)OC(C)(C)C)C